tert-butyl 4-(8-carbamoylcinnolin-5-yl)piperidine-1-carboxylate C(N)(=O)C=1C=CC(=C2C=CN=NC12)C1CCN(CC1)C(=O)OC(C)(C)C